N1=C(C=NC=C1)[C@@H]1CC[C@H]2OC3(C(N21)=O)CC(C3)OC=3C=NC=CC3 (5'S,7a'R)-5'-(pyrazin-2-yl)-3-[(pyridin-3-yl)oxy]tetrahydro-3'H-spiro[cyclobutane-1,2'-pyrrolo[2,1-b][1,3]oxazol]-3'-one